1-(dimethyl-(2,3,4,5-tetramethylcyclopent-2,4-dien-1-ol-1-yl)silyl)-3-(1-phenylethyl)-1H-indene C[Si](C1C=C(C2=CC=CC=C12)C(C)C1=CC=CC=C1)(C1(C(=C(C(=C1C)C)C)C)O)C